L-3,5-Dibromotyrosine BrC=1C=C(C[C@H](N)C(=O)O)C=C(C1O)Br